Sodium (2R,3R,4S,5R)-6-((3-(butyl(pentyl)amino) propyl)amino)-2,3,4,5-tetrahydroxy-6-oxohexyl sulfate S(=O)(=O)(OC[C@H]([C@H]([C@@H]([C@H](C(=O)NCCCN(CCCCC)CCCC)O)O)O)O)[O-].[Na+]